2-({3-[(6-{[(tert-butoxycarbonyl)amino]methyl}-5-fluoro-3-methylpyridin-2-yl)oxy]-2-fluorophenyl}methyl)-4,4-difluoro-3-[(methanesulfonyl)amino]pyrrolidine-1-carboxylate C(C)(C)(C)OC(=O)NCC1=C(C=C(C(=N1)OC=1C(=C(C=CC1)CC1N(CC(C1NS(=O)(=O)C)(F)F)C(=O)[O-])F)C)F